N-methyl-4-octadecyl-N-decylphenylammonium tetrakis(perfluoronaphthalen-2-yl)borate FC1=C(C(=C(C2=C(C(=C(C(=C12)F)F)F)F)F)F)[B-](C1=C(C2=C(C(=C(C(=C2C(=C1F)F)F)F)F)F)F)(C1=C(C2=C(C(=C(C(=C2C(=C1F)F)F)F)F)F)F)C1=C(C2=C(C(=C(C(=C2C(=C1F)F)F)F)F)F)F.C[NH+](CCCCCCCCCC)C1=CC=C(C=C1)CCCCCCCCCCCCCCCCCC